N-[(1R)-1-(3-Bromo-5-methoxy-phenyl)ethyl]-2-methyl-5-(4-methylpiperazin-1-yl)benzamide BrC=1C=C(C=C(C1)OC)[C@@H](C)NC(C1=C(C=CC(=C1)N1CCN(CC1)C)C)=O